(S)-2-(2,6-dichlorobenzoylamino)-3-(4-(6'-fluoro-2'-oxospiro[cyclopropane-1,3'-indolin]-1'-yl)phenyl)propanoic acid ClC1=C(C(=O)N[C@H](C(=O)O)CC2=CC=C(C=C2)N2C(C3(C4=CC=C(C=C24)F)CC3)=O)C(=CC=C1)Cl